4-(7-amino-[1,2,4]triazolo[1,5-a]pyridin-5-yl)-3-methylbenzonitrile NC1=CC=2N(C(=C1)C1=C(C=C(C#N)C=C1)C)N=CN2